1-(4-(4-((2-fluoro-6-methoxy-3-methyl-4-((1-methyl-1H-benzo[d][1,2,3]triazol-5-yl)oxy)phenyl)amino)pyrido[3,2-d]pyrimidin-6-yl)piperazin-1-yl)prop-2-en-1-one FC1=C(C(=CC(=C1C)OC1=CC2=C(N(N=N2)C)C=C1)OC)NC=1C2=C(N=CN1)C=CC(=N2)N2CCN(CC2)C(C=C)=O